C(C)N1C=NC2=C(C1=O)N(N=C2C2=CC=C(C=C2)C(F)(F)F)C2CN(C2)C(C(=C)F)=O 6-ethyl-1-(1-(2-fluoroacryloyl)azetidin-3-yl)-3-(4-(trifluoromethyl)phenyl)-1,6-dihydro-7H-pyrazolo[4,3-d]pyrimidin-7-one